1-(4-fluorophenyl)-6-methyl-5-((3aR,6aS)-5-((1-methyl-1H-pyrazol-4-yl)sulfonyl)hexahydropyrrolo[3,4-c]pyrrol-2(1H)-yl)-1H-indazole FC1=CC=C(C=C1)N1N=CC2=CC(=C(C=C12)C)N1C[C@H]2CN(C[C@H]2C1)S(=O)(=O)C=1C=NN(C1)C